C(C)C1=C(NC2=CC=C(C=C12)C1CCN(CC1)C(=O)C1CC2(C1)CCNCC2)C2=CC(=NC=C2)C (4-(3-ethyl-2-(2-methylpyridin-4-yl)-1H-indol-5-yl)piperidin-1-yl)(7-azaspiro[3.5]non-2-yl)methanone